C(=O)O.FC1=C(OCC#N)C=CC(=C1F)C1=CN=C2N1C=CN=C2NC2=CC(=C(C=C2)C(=O)N2CCN(CC2)C(=O)[C@H]2NC[C@@H](C2)O)C 2-[2,3-difluoro-4-[8-[4-[4-[(2S,4R)-4-hydroxypyrrolidine-2-carbonyl]piperazine-1-carbonyl]-3-methyl-anilino]imidazo[1,2-a]pyrazin-3-yl]phenoxy]acetonitrile formate